NC/C=C/CN1C(=NC2=C1C(=CC(=C2)C(=O)N)OCCCN2CCOCC2)NC(=O)C2=CC(=NN2CC)C (E)-1-(4-aminobut-2-en-1-yl)-2-(1-ethyl-3-methyl-1H-pyrazole-5-carboxamido)-7-(3-morpholinopropoxy)-1H-benzo[d]imidazole-5-carboxamide